C(CS)S Ethan-1,2-dithiol